ClC1=C(C=CC=C1)\C=1\CCCC2=C(/C1/C1=CC=C(C=C1)O[C@@H]1CN(CC1)CC=CC(=O)N(C)C)C=CC(=C2)C(=O)O (S,E)-8-(2-chlorophenyl)-9-(4-((1-(4-(dimethylamino)-4-oxobut-2-en-1-yl)pyrrolidin-3-yl)oxy)phenyl)-6,7-dihydro-5H-benzo[7]annulene-3-carboxylic acid